COC1=C(C=C(C=C1)OC)NC(=O)N1C[C@@](CC1)(C=1SC=CN1)C1=CC(=C(C=C1)C)OC (S)-N-(2,5-dimethoxyphenyl)-3-(3-methoxy-4-methylphenyl)-3-(thiazol-2-yl)pyrrolidine-1-carboxamide